PerfluorododecaneSulfonic Acid FC(C(C(C(C(C(C(C(C(C(C(C(F)(F)F)(F)F)(F)F)(F)F)(F)F)(F)F)(F)F)(F)F)(F)F)(F)F)(F)F)(S(=O)(=O)O)F